C(C=1C(N)=CC=CC1)(=O)[O-].[NH4+] Ammonium Anthranilat